1-((4aS,6S,7R,7aS)-7-Fluoro-2-(benzyloxy)-2-oxidotetrahydro-4H-furo[3,2-d][1,3,2]dioxaphosphinin-6-yl)-5-methylpyrimidine-2,4(1H,3H)-dione F[C@H]1[C@H](O[C@@H]2[C@@H]1OP(OC2)(=O)OCC2=CC=CC=C2)N2C(NC(C(=C2)C)=O)=O